NC=1N=NC(=CC1N1CC2CCC(C1)N2C2=CC(=NC=C2)C#CCN2CCC(C(CC2)C)(O)C)C2=C(C=CC=C2)O 1-[3-[4-[3-[3-amino-6-(2-hydroxyphenyl)pyridazin-4-yl]-3,8-diazabicyclo[3.2.1]octan-8-yl]-2-pyridyl]prop-2-ynyl]-4,5-dimethyl-azepan-4-ol